1-N-ethyl-N-isobutyl-2-oxo-1,2-dihydrobenzo[cd]indole-6-sulfonamide C(C)N1C(C2=C3C(C(=CC=C13)S(=O)(=O)NCC(C)C)=CC=C2)=O